3,3-difluorocyclobutyl-5,5-difluoro-3-(trifluoromethyl)-4,5,6,7-tetrahydro-1H-indol-4-ol FC1(CC(C1)N1C=C(C=2C(C(CCC12)(F)F)O)C(F)(F)F)F